CC1=NC2=CC=CC=C2C(C1)(C)C 2,4,4-trimethyl-3,4-dihydroquinoline